C(=O)O.NC1=CN=NC2=CC(=CC=C12)C=1C=C(C=CC1N1N=CN=C1)B(O)O [3-(4-aminocinnolin-7-yl)-4-(1,2,4-triazol-1-yl)phenyl]boronic acid formate salt